tert-butyl (3S)-3-({3-chloro-7H-imidazo[4,5-c]pyridazin-7-yl}methyl)piperidine-1-carboxylate ClC1=CC2=C(N=N1)N(C=N2)C[C@H]2CN(CCC2)C(=O)OC(C)(C)C